Cl.ClC1=C(C=CC(=C1C)F)C(C)(C)N 2-(2-chloro-4-fluoro-3-methylphenyl)propan-2-amine hydrochloride